FC1=C(C=CC(=C1)OC)OC 1-fluoro-2,5-dimethoxybenzene